C(OC1=CC=C2C3=C1O[C@@H]1[C@]34CCN(C([C@@]4(CCC1=C)O)C2)CC2CC2)(OCCCCCCCCCCCCCCCCCCCC)=O (4aS,7aS,12bS)-3-(cyclopropylmethyl)-4a-hydroxy-7-methylene-2,3,4,4a,5,6,7,7a-octahydro-1H-4,12-methanobenzofuro[3,2-e]isoquinolin-9-yl icosyl carbonate